1-((2R,5S)-4-(6-chloro-2-(3-(dimethylamino)azetidin-1-yl)-8-fluoro-7-(5-methyl-3-(methylamino)-1H-indazol-4-yl)quinazolin-4-yl)-2,5-dimethylpiperazin-1-yl)prop-2-en-1-one ClC=1C=C2C(=NC(=NC2=C(C1C1=C2C(=NNC2=CC=C1C)NC)F)N1CC(C1)N(C)C)N1C[C@H](N(C[C@@H]1C)C(C=C)=O)C